(R)-1-(4-ISOCYANOPHENYL)ETHANOL [N+](#[C-])C1=CC=C(C=C1)[C@@H](C)O